(R)-8-methoxy-6-(5-methyl-1,3,4-thiadiazol-2-yl)-N-(1-(2-(trifluoromethyl)pyrimidin-5-yl)ethyl)quinazolin-4-amine COC=1C=C(C=C2C(=NC=NC12)N[C@H](C)C=1C=NC(=NC1)C(F)(F)F)C=1SC(=NN1)C